Cl.FC(C=1C=C(OC1)CN)(F)F 1-[4-(trifluoro-methyl)furan-2-yl]meth-anamine hydrochloride